tert-Butyl 3-hydroxypropylcarbamate OCCCNC(OC(C)(C)C)=O